COC(=O)C=1C2=C(N=CC1)N(C(=C2)Cl)C2CC(C2)=O chloro-1-(3-oxocyclobutyl)-1H-pyrrolo[2,3-B]pyridine-4-carboxylic acid methyl ester